5-methoxy-5-azacytidine CON1C(=NC(N([C@H]2[C@H](O)[C@H](O)[C@@H](CO)O2)C1)=O)N